N[C@H](C[NH-])CCC1=C(C(=C(C=C1)Br)Cl)C(C1=C(C=CC=C1F)F)=O (2S)-2-amino-N-[4-bromo-3-chloro-2-(2,6-difluorobenzoyl)phenyl]Butylamide